FC(C1=NN=C(S1)NC(=O)C1=NN2C(C(N(CC2)CC2=CC=C(C=C2)O)=O)=C1CC)(F)F 3-Ethyl-5-(4-hydroxybenzyl)-4-oxo-4,5,6,7-tetrahydropyrazolo[1,5-a]pyrazine-2-carboxylic acid (5-trifluoromethyl-[1,3,4]thiadiazol-2-yl) amide